Diethylphosphonoacetic acid C(C)OP(=O)(OCC)CC(=O)O